iodotungsten I[W]